racemic-(±)-6-(difluoromethyl-d)-8-(2-hydroxy-2-methylcyclopentyl)-2-((1-(methylsulfonyl)piperidin-4-yl)amino)pyrido[2,3-d]pyrimidin-7(8H)-one FC(C1=CC2=C(N=C(N=C2)NC2CCN(CC2)S(=O)(=O)C)N(C1=O)C1C(CCC1)(C)O)([2H])F